C(=O)C=1C(=C2C=C(N(C2=CC1)CC(C)N1CCN(CC1)S(=O)(=O)C)C#N)OC 5-Formyl-4-methoxy-1-{2-[4-(methylsulfonyl)piperazin-1-yl]propyl}-1H-indole-2-carbonitrile